2-[2'-hydroxy-3,5-bis(α,α-dimethylbenzyl)phenyl]benzotriazole methyl-7-formyl-1-methoxy-1,4a,5,6,7,7a-hexahydrocyclopenta[c]pyran-4-carboxylate COC(=O)C=1C2C(C(OC1)OC)C(CC2)C=O.OC2=C(C(C)(C)C=1C=C(C=C(C1)N1N=C3C(=N1)C=CC=C3)C(C3=CC=CC=C3)(C)C)C=CC=C2